(6-(3-(trifluoromethyl)azetidin-1-yl)pyridin-3-yl)boronic acid FC(C1CN(C1)C1=CC=C(C=N1)B(O)O)(F)F